C(C)(C)(C)OC(=O)N1CCC2(CC1)[C@@H](C1=C(N=C(S1)Cl)C2)N[S@](=O)C(C)(C)C (6S)-6-[[(R)-tert-butylsulfinyl]amino]-2-chloro-spiro[4,6-dihydro-cyclopenta[d]thiazole-5,4'-piperidine]-1'-carboxylic acid tert-butyl ester